tert-butyl (R)-3-((5-bromo-1H-pyrrolo[2,3-b]pyridin-4-yl)amino)piperidine-1-carboxylate BrC=1C(=C2C(=NC1)NC=C2)N[C@H]2CN(CCC2)C(=O)OC(C)(C)C